[C@@H]1(CCC2=CC=CC=C12)NC1=CN=C(N(C1=O)CC(=O)OCC)C1=C(C=CC=C1)F Ethyl (S)-2-(5-((2,3-dihydro-1H-inden-1-yl)amino)-2-(2-fluorophenyl)-6-oxopyrimidin-1(6H)-yl)acetate